Chlorodifluoromethane ClC(F)F